2-(4-(4,4,5,5-tetramethyl-1,3,2-dioxaborolan-2-yl)phenyl)acetic acid CC1(OB(OC1(C)C)C1=CC=C(C=C1)CC(=O)O)C